Cl.O=C1OC2=C(N1)C=CC(=C2)C(=O)NC2C[C@H]1CC[C@@H](C2)N1S(=O)(=O)CC1CCNCC1 |&1:19| 2-oxo-N-((1R,3R,5SR)-8-(piperidin-4-ylmethylsulfonyl)-8-aza-bicyclo[3.2.1]oct-3-yl)-2,3-dihydrobenzo[d]oxazole-6-carboxamide hydrochloride